((2-(3-((tert-Butoxycarbonyl)amino)propyl)-3,4-difluorophenyl)amino)-5-(trifluoromethyl)benzoic acid C(C)(C)(C)OC(=O)NCCCC1=C(C=CC(=C1F)F)NC1=C(C(=O)O)C=C(C=C1)C(F)(F)F